C(C)OC(=O)C=1C(=NC(=NC1)Cl)N[C@@H]1C[C@H](C1)O[Si](C1=CC=CC=C1)(C1=CC=CC=C1)C(C)(C)C 4-((trans-3-((tert-butyldiphenylsilyl)oxy)cyclobutyl)amino)-2-chloropyrimidine-5-carboxylic acid ethyl ester